(8aR,10S)-10-((tert-Butyldiphenylsilyl)oxy)-5-methyl-3,4,8a,9,10,11-hexahydro-2H,8H,13H-chromeno[8,7-f]pyrrolo[2,1-c][1,4]oxazepin-13-one [Si](C1=CC=CC=C1)(C1=CC=CC=C1)(C(C)(C)C)O[C@H]1C[C@@H]2COC=3C(C(N2C1)=O)=C1OCCCC1=C(C3)C